COC=1C=C(C#N)C=CC1OC(COC1=CC(=CC=C1)N1C(=NC=C1)C)C 3-methoxy-4-((1-(3-(2-methyl-1H-imidazol-1-yl)phenoxy)propan-2-yl)oxy)benzonitrile